NC1=NC2=CC(=CC=C2C=C1)C(N(C(=O)C=1C=NC=CC1)C1=C(C=CC=C1)S(=O)(=O)C)([2H])[2H] N-[(2-aminoquinolin-7-yl)(2H2)methyl]-N-(2-methanesulfonylphenyl)pyridine-3-carboxamide